4-[5-(benzotriazol-1-ylmethyl)pyrrolo[3,2-c]pyridin-2-yl]benzonitrile N1(N=NC2=C1C=CC=C2)CN2C=C1C(C=C2)=NC(=C1)C1=CC=C(C#N)C=C1